4-amino-N-(1,1-dimethyl-7-(trifluoromethyl)isochroman-4-yl)-N,1-dimethyl-1H-pyrazolo[4,3-c]quinoline-8-carboxamide NC1=NC=2C=CC(=CC2C2=C1C=NN2C)C(=O)N(C)C2COC(C1=CC(=CC=C21)C(F)(F)F)(C)C